(Z)-7-(5-(naphthalen-2-ylmethylene)-2,4-dioxathiazolidin-3-yl)heptanoic acid C1=C(C=CC2=CC=CC=C12)\C=C/1\ON(OS1)CCCCCCC(=O)O